1-[4-(3-Iodo-benzenesulfonyl)-phenyl]-3-pyridin-4-ylmethyl-urea IC=1C=C(C=CC1)S(=O)(=O)C1=CC=C(C=C1)NC(=O)NCC1=CC=NC=C1